ClC1=NC2=CC=CC=C2C(=N1)NC1CCCC1 2-chloro-N-cyclopentylquinazolin-4-amine